Cl.Cl.N[C@H]1CCC[C@H](C(NC=2C=NN(C2C=2C=CN=C1C2)C)=O)C (9R,13S)-13-amino-3,9-dimethyl-3,4,7,15-tetraazatricyclo[12.3.1.02,6]Octadecan-1(18),2(6),4,14,16-pentaen-8-one dihydrochloride